CC1=NC2=CC(=CC(=C2C=C1)C1(CC1)NC(C1=C(C=CC(=C1)OCC1N(CC1)C)C)=O)C N-(1-(2,7-Dimethylquinolin-5-yl)cyclopropyl)-2-methyl-5-((1-methylazetidin-2-yl)methoxy)benzamide